(7-(((4-fluorotetrahydro-2H-pyran-4-yl)methyl)amino)-6-nitro-1H-benzo[d]imidazol-4-yl)sulfonate FC1(CCOCC1)CNC1=C(C=C(C2=C1NC=N2)S(=O)(=O)[O-])[N+](=O)[O-]